O=C1NC(CCC1N1C(C2=CC=CC(=C2C1=O)NCCCN(C(C1=CC=C(C=C1)C1=CNC2=NC=C(N=C21)C=2C=C1CCN(CC1=CC2)C)=O)C)=O)=O N-(3-((2-(2,6-dioxopiperidin-3-yl)-1,3-dioxoisoindolin-4-yl)amino)propyl)-N-methyl-4-(2-(2-methyl-1,2,3,4-tetrahydroisoquinolin-6-yl)-5H-pyrrolo[2,3-b]pyrazin-7-yl)benzamide